N-(2-benzoylphenyl)-2-chloro-N-methylacetamide C(C1=CC=CC=C1)(=O)C1=C(C=CC=C1)N(C(CCl)=O)C